(4-amino-[1,2,4]triazolo[4,3-a]quinoxalin-8-yl)(3-(5-(trifluoromethyl)pyridin-2-yl)morpholino)methanone NC=1C=2N(C3=CC(=CC=C3N1)C(=O)N1C(COCC1)C1=NC=C(C=C1)C(F)(F)F)C=NN2